2-amino-2-(5-chloro-4-isoquinolyl)acetonitrile NC(C#N)C1=CN=CC2=CC=CC(=C12)Cl